2-((5-(2-chloro-3-(3-chloro-5'-methoxy-6'-((7-oxo-2,6-diazaspiro[3.4]octan-2-yl)methyl)-[2,3'-bipyridin]-4-yl)phenyl)-3-methoxypyridin-2-yl)methyl)-2,6-diazaspiro[3.4]octan-7-one ClC1=C(C=CC=C1C1=C(C(=NC=C1)C=1C=NC(=C(C1)OC)CN1CC2(C1)CNC(C2)=O)Cl)C=2C=C(C(=NC2)CN2CC1(C2)CNC(C1)=O)OC